N-(2-((2-(2,6-dioxopiperidin-3-yl)-1,3-dioxoisoindol-4-yl)amino)ethyl)-4-(1-((5-hydroxy-4-oxo-4H-pyran-2-yl)methyl)-1H-1,2,3-triazol-4-yl)butanamide O=C1NC(CCC1N1C(C2=CC=CC(=C2C1=O)NCCNC(CCCC=1N=NN(C1)CC=1OC=C(C(C1)=O)O)=O)=O)=O